NC=1C=C(C=CC1)CN1C(C2=CC(=C(C=C2C=C1)C1=NC=C(C=N1)C(F)(F)F)F)=O 2-[(3-aminophenyl)methyl]-7-fluoro-6-[5-(trifluoromethyl)pyrimidin-2-yl]isoquinolin-1-one